(1r,4r)-4-(difluoromethoxy)cyclohexan-1-amine hydrochloride Cl.FC(OC1CCC(CC1)N)F